C(CCC\C=C/CCCCCCCCCC)=O (Z)-5-hexadecenal